C1CC12CCN(CC2)C2=C(C=CC(=C2)[N+](=O)[O-])C=C(F)C=2C=C1C=CC=NC1=C(C2)N2CCC(CC2)(F)F 6-[2-(2-{6-azaspiro[2.5]oct-6-yl}-4-nitrophenyl)-1-fluorovinyl]-8-(4,4-difluoropiperidin-1-yl)quinoline